indium-sulfide [In]=S